copper-cobalt-lanthanum oxide [O-2].[La+3].[Co+2].[Cu+2]